N-((2-(2,6-Dioxopiperidin-3-yl)-1-oxoisoindolin-5-yl)methyl)quinoxaline-2-carboxamide O=C1NC(CCC1N1C(C2=CC=C(C=C2C1)CNC(=O)C1=NC2=CC=CC=C2N=C1)=O)=O